(naphthalen-2-ylmethyl)pyrrolidine C1=C(C=CC2=CC=CC=C12)CN1CCCC1